7-(Pyrimidin-5-ylamino)-2-(((tetrahydro-2H-pyran-4-yl)thio)methyl)quinazolin-4(3H)-one N1=CN=CC(=C1)NC1=CC=C2C(NC(=NC2=C1)CSC1CCOCC1)=O